CCCCCC(CCCC(CCCC(CCCC(C)C)C)C)C methyl-5,9,13,17-tetramethyloctadecane